O=C1NC(CCC1N1C(C2=CC=C(C(=C2C1=O)F)C1(CCN(CC1)C(=O)OC(C)(C)C)O)=O)=O tert-butyl 4-(2-(2,6-dioxopiperidin-3-yl)-4-fluoro-1,3-dioxoisoindolin-5-yl)-4-hydroxypiperidine-1-carboxylate